O(C1=CC=CC=C1)C1=CC=C(C=N1)C1=NNC2=NC=NC(=C21)N 3-(6-phenoxypyridin-3-yl)-1H-pyrazolo[3,4-d]pyrimidin-4-amine